C(=O)O.C(C)(C)(C)OC(=O)N1CCN(CCN(CCN(CC1)C(=O)OCC1=CC=CC=C1)C(=O)OC(C)(C)C)C(=O)OCC1=CC=CC=C1 1,4,7,10-tetraazacyclododecane-1,4,7,10-tetracarboxylic acid 1,7-dibenzyl ester 10,4-di-tert-butyl ester formate